N-(6-(6-chloropyridin-3-yl)-1-(3,5-dimethylcyclohexyl)-1H-pyrazolo[3,4-d]pyrimidin-4-yl)-5-nitrothiophene-2-carboxamide ClC1=CC=C(C=N1)C1=NC(=C2C(=N1)N(N=C2)C2CC(CC(C2)C)C)NC(=O)C=2SC(=CC2)[N+](=O)[O-]